3-amino-N-[4-[2-chloro-5-(1-methyl-4-piperidyl)phenoxy]-6-(2-isopropylphenyl)pyrimidin-2-yl]benzenesulfonamide NC=1C=C(C=CC1)S(=O)(=O)NC1=NC(=CC(=N1)OC1=C(C=CC(=C1)C1CCN(CC1)C)Cl)C1=C(C=CC=C1)C(C)C